1-(9-benzyl-1-methyl-β-carbolin-6-yl)-3-(4-chlorophenyl)thiourea C(C1=CC=CC=C1)N1C2=CC=C(C=C2C=2C=CN=C(C12)C)NC(=S)NC1=CC=C(C=C1)Cl